COC(=O)C=1[C@H](C2=C(NC1C)COC2=O)C=2C=NC=C(C2CC)F (R)-4-(4-ethyl-5-fluoropyridin-3-yl)-2-methyl-5-oxo-1,4,5,7-tetrahydrofurano[3,4-b]pyridine-3-carboxylic acid methyl ester